4-chloro-10-(1-(((1s,4s)-4-(hydroxymethyl)cyclohexyl)methyl)piperidin-4-yl)-7,7-dimethylindolo[1,2-a]quinazolin-5(7H)-one ClC=1C=2C(N=C3N(C2C=CC1)C1=CC(=CC=C1C3(C)C)C3CCN(CC3)CC3CCC(CC3)CO)=O